C(C)N1C2=C([C@@H]([C@@H](C1=O)NC(C1=CC(=CC=C1)C(F)(F)F)=O)C1=CC=C(C=C1)F)C(=NN2C2=C(C=CC=C2)C)C N-[(4S,5S)-7-ethyl-4-(4-fluorophenyl)-3-methyl-1-(2-methylphenyl)-6-oxo-1H,4H,5H,6H,7H-pyrazolo[3,4-b]pyridin-5-yl]-3-(trifluoromethyl)benzamide